ClC=1C=C(C=CC1Cl)C(C1=NN=C(O1)C1CN(CC12CN(C2)C2COCC2)C(=O)C2=CN=CS2)(F)F (8-(5-((3,4-dichlorophenyl)difluoromethyl)-1,3,4-oxadiazol-2-yl)-2-(tetrahydrofuran-3-yl)-2,6-diazaspiro[3.4]octan-6-yl)(thiazol-5-yl)methanone